Cl.NC/C(/CN1N=CN(C1=O)C1=NC=C(C=C1C)C1=CC=C(C=C1)C1=NOC(=N1)C(C)C)=C\F 2-[(2E)-2-(aminomethyl)-3-fluoroprop-2-en-1-yl]-4-(3-methyl-5-{4-[5-(propan-2-yl)-1,2,4-oxadiazol-3-yl]phenyl}pyridin-2-yl)-2,4-dihydro-3H-1,2,4-triazol-3-one hydrochloride